O1C(=CC=C1)C=CC(C=C)=O 5-(2-furyl)-1,4-pentadien-3-one